COC(C(=O)C1=C(C=CC=C1)OC)C1=CC=CC=C1 2,2'-dimethoxy-α-phenyl-acetophenone